1-chloro-5-methoxy-4-methyl-2-[1-(trifluoromethyl)cyclopent-3-en-1-yl]benzene ClC1=C(C=C(C(=C1)OC)C)C1(CC=CC1)C(F)(F)F